tris(trimethylsilyl)-heptylphosphine C[Si](C)(C)C(CCCCCCP)([Si](C)(C)C)[Si](C)(C)C